tert-butyl N-[(3s)-1-(2-cyclopropyl-1-methyl-5-nitro-1,3-benzodiazol-4-yl)pyrrolidin-3-yl]carbamate C1(CC1)C1=NC2=C(N1C)C=CC(=C2N2C[C@H](CC2)NC(OC(C)(C)C)=O)[N+](=O)[O-]